(R)-2-bromo-3-cyclobutylpropionic acid Br[C@@H](C(=O)O)CC1CCC1